C1(CCC1)N1CCN(CC1)C=1C=C(C=CC1F)C=1N=NNC1 4-(3-(4-cyclobutylpiperazin-1-yl)-4-fluorophenyl)-1H-1,2,3-triazol